ClC=1C(=NC(=NC1)NC1CCC(CC1)N)C1=C(C=NN1)CC1CC1 (1r,4r)-N-(5-Chloro-4-(4-(cyclopropylmethyl)-1H-pyrazol-5-yl)pyrimidin-2-yl)cyclohexane-1,4-diamine